(3,4-epoxycyclohexyl)methyl methacrylate C(C(=C)C)(=O)OCC1CC2C(CC1)O2